P(=S)(OC1=C(C(=CC=C1)C)C)(OC1=C(C(=CC=C1)C)C)OC1=C(C(=CC=C1)C)C trixylyl thiophosphate